1-(3-(7-(3-cyclobutyl-1,2,4-oxadiazol-5-yl)-3-(6-(trifluoromethyl)pyridin-3-yl)-1H-indazol-1-yl)azetidin-1-yl)-2-fluoroprop-2-en-1-one C1(CCC1)C1=NOC(=N1)C=1C=CC=C2C(=NN(C12)C1CN(C1)C(C(=C)F)=O)C=1C=NC(=CC1)C(F)(F)F